trifluorodibromochloroethane FC(C(Cl)(Br)Br)(F)F